BrC1=CC=CC(=N1)NC(=O)[C@@H]1SCCN1 (S)-N-(6-bromopyridin-2-yl)thiazolidine-2-carboxamide